C1OCC12CN(CC2)CC=2C=CC(=NC2)C=2C=NC(=CC2NC2=NC(=NC=C2)C(C)(F)F)NC(C)=O N-(5-((2-oxa-6-azaspiro[3.4]oct-6-yl)methyl)-4'-((2-(1,1-difluoroethyl)pyrimidin-4-yl)amino)-[2,3'-bipyridyl]-6'-yl)acetamide